((methylazanediyl)bis(propane-3,1-diyl))bis(methylazanediyl)dipropionate CN(CCCN(C)CCC(=O)[O-])CCCN(C)CCC(=O)[O-]